ClC1=C(C(=CC=2CN3[C@@H](COC21)CN(CC3)C(=O)OC(C)(C)C)OC)C3=C(C=CC=C3O)F tert-butyl (12aR)-10-chloro-9-(2-fluoro-6-hydroxyphenyl)-8-methoxy-3,4,12,12a-tetrahydro-6H-pyrazino[2,1-c][1,4]benzoxazepine-2(1H)-carboxylate